2-[4,6-Bis-(3-oxo-piperazin-1-yl)-5-[ethoxycarbonylmethyl]pyrimidin-2-ylamino]-4-methyl-thiazole-5-carboxylic acid ethyl ester C(C)OC(=O)C1=C(N=C(S1)NC1=NC(=C(C(=N1)N1CC(NCC1)=O)CC(=O)OCC)N1CC(NCC1)=O)C